C1(CC1)C=1C=C(C=CC1)[C@H]1[C@@H](C1)C(=O)OCC trans-ethyl 2-(3-cyclopropylphenyl)cyclopropanecarboxylate